5-(3-(2,2-Difluoroethyl)-2-methyl-3H-imidazo[4,5-b]pyridin-5-yl)-N2-(cis-4-(2-methoxyethoxy)cyclohexyl)-N4-methylpyrrolo[2,1-f][1,2,4]triazine-2,4-diamine FC(CN1C(=NC=2C1=NC(=CC2)C=2C=CN1N=C(N=C(C12)NC)N[C@@H]1CC[C@@H](CC1)OCCOC)C)F